CC1=CC=C(C(=O)C(=O)O)C=C1 4-Methylbenzoylcarboxylic acid